propan-2-yl-titanium dihydrate O.O.CC(C)[Ti]